F[C@@H]1C[C@H](CN(C1)C1C(CC(C1)C1=CC=C(C=C1)F)N1N=CN=C1)N (3R,5R)-5-fluoro-1-[4-(4-fluorophenyl)-2-(1H-1,2,4-triazol-1-yl)cyclopentyl]piperidin-3-amine